5,8-difluoro-N-[2-[3-methoxy-4-[[4-(trifluoromethyl)-2-pyridinyl]-oxy]phenyl]ethyl]-4-quinazolinamine FC1=C2C(=NC=NC2=C(C=C1)F)NCCC1=CC(=C(C=C1)OC1=NC=CC(=C1)C(F)(F)F)OC